C(C)OC(CN1C(=CC2=CC=CC(=C12)F)C(=O)OCC)OCC Ethyl 1-(2,2-diethoxyethyl)-7-fluoro-1H-indol-2-carboxylate